OC=1NC=CC=CC1 oxylazepin